CO[C@H]1[C@@H](O[C@@H]([C@H]1O)CO)N1C(=O)NC(=O)C=C1 O-methyluridine